OC(CNC1=CC(=C2C(=N1)CN(C2)C#N)C2=CC=C(C=C2)F)CO 2-((2,3-dihydroxypropyl)amino)-4-(4-fluorophenyl)-5,7-dihydro-6H-pyrrolo[3,4-b]pyridine-6-carbonitrile